methyl (1R,5S,6r)-3-{[6-(tert-butoxycarbonyl)pyridin-3-yl]methyl}-3-azabicyclo[3.1.0]hexane-6-carboxylate C(C)(C)(C)OC(=O)C1=CC=C(C=N1)CN1C[C@H]2C([C@H]2C1)C(=O)OC